C(CCCCC=O)=O 1,6-hexandial